CNC1=C2C(=NC=C1NC(CCCC)=O)C=CS2 N-(7-(methylamino)thieno[3,2-b]pyridin-6-yl)pentanamide